1-[3-(1-benzylpiperidin-4-yl)-5-{[(5-chlorothiophen-2-yl)methyl]amino}-1H-pyrazol-1-yl]-2,2-dimethylpropan-1-one C(C1=CC=CC=C1)N1CCC(CC1)C1=NN(C(=C1)NCC=1SC(=CC1)Cl)C(C(C)(C)C)=O